CC1(OCC[C@@H](C1)C=1C=C2C=C(N(C2=CC1)C1([C@H]2CSC[C@@H]12)C1=NOC(N1)=O)C(=O)OCC)C ethyl 5-[(4S)-2,2-dimethyloxan-4-yl]-1-[(1R,5S,6R)-6-(5-oxo-4,5-dihydro-1,2,4-oxadiazol-3-yl)-3-thiabicyclo[3.1.0]hexan-6-yl]-1H-indole-2-carboxylate